NCCC[Si](C)(C)C 3-Aminopropyltrimethylsilane